cis-N1-methyl-N1-(5-(trifluoromethyl)pyrazin-2-yl)cyclobutane-1,3-diamine CN([C@@H]1C[C@@H](C1)N)C1=NC=C(N=C1)C(F)(F)F